BrC1=CN=C2N1N=C(C=C2Br)Cl 3,8-dibromo-6-chloroimidazo[1,2-b]Pyridazine